CC(CCC(O)C1=CC2=CC=CC=C2C=C1)C 4-methyl-1-(naphthalen-2-yl)pentan-1-ol